(S)-4-(7-fluoroimidazo[1,2-a]pyridin-3-yl)-7-((5-(3-hydroxytetra-hydrofuran-3-yl)pyridin-2-yl)amino)isoindolin-1-one FC1=CC=2N(C=C1)C(=CN2)C2=C1CNC(C1=C(C=C2)NC2=NC=C(C=C2)[C@@]2(COCC2)O)=O